tert-Butyl 4-[1-[4-[[5-chloro-4-[2-(methanesulfonamido)-4-methoxy-anilino]pyrimidin-2-yl]amino]-2-ethyl-5-methoxy-phenyl]-4-piperidyl]piperazine-1-carboxylate ClC=1C(=NC(=NC1)NC1=CC(=C(C=C1OC)N1CCC(CC1)N1CCN(CC1)C(=O)OC(C)(C)C)CC)NC1=C(C=C(C=C1)OC)NS(=O)(=O)C